tert-butyl 3-[(2,6-dibenzyloxy-4-pyridyl)methylene]azetidine-1-carboxylate C(C1=CC=CC=C1)OC1=NC(=CC(=C1)C=C1CN(C1)C(=O)OC(C)(C)C)OCC1=CC=CC=C1